3-[2-(1-cyclopropyl-4,6-difluoro-1,3-benzodiazol-5-yl)ethynyl]-1-[(3s,5r)-5-(difluoromethyl)-1-(prop-2-enoyl)pyrrolidin-3-yl]-5-(methylamino)pyrazole-4-carboxamide C1(CC1)N1C=NC2=C1C=C(C(=C2F)C#CC2=NN(C(=C2C(=O)N)NC)[C@@H]2CN([C@H](C2)C(F)F)C(C=C)=O)F